ClC1=NC=C(C(=N1)C)N1CCN(CC1)C(=O)OCC1=CC=CC=C1 benzyl 4-(2-chloro-4-methyl-pyrimidin-5-yl)piperazine-1-carboxylate